N1=CN=C(C2=C1NC=C2)N2CCSC(=C2)C=2C=CC1=C(OCCN1)C2 7-(4-(7H-pyrrolo[2,3-d]pyrimidin-4-yl)-3,4-dihydro-2H-1,4-thiazin-6-yl)-3,4-dihydro-2H-benzo[b][1,4]oxazine